2-(6-Chloro-1,3-dihydro-2H-pyrrolo[3,4-c]pyridin-2-yl)ethan-1-ol ClC1=CC2=C(C=N1)CN(C2)CCO